C(C)(C)C1CN(C1)C(=O)O[C@@H]1CC[C@H](CC1)C(N(C[C@@H]1CC[C@H](CC1)C1=NC(=C(C=C1)OC)C)C1=NC=CC(=C1)C=1C=NN(C1)C(C)C)=O trans-4-((4-(1-Isopropyl-1H-pyrazol-4-yl)pyridin-2-yl)((trans-4-(5-methoxy-6-methylpyridin-2-yl)cyclohexyl)methyl) carbamoyl)cyclohexyl 3-isopropylazetidine-1-carboxylate